CC1=CC=CC2=C1C(=C1C(=NN3C(C1=C2)=C(C(=C3C)C(=O)O)C(=O)O)N3CCCC3)C Dimethyl-3-methyl-6-(pyrrolidin-1-yl)benzo[g]pyrrolo[2,1-a]phthalazine-1,2-dicarboxylic acid